1-((S)-7-(4-fluorobenzyl)-2-methyl-6-(2-morpholinoethoxy)-2,3-dihydro-1H-pyrido[2,3-b][1,4]oxazin-1-yl)ethan-1-one FC1=CC=C(CC2=CC3=C(OC[C@@H](N3C(C)=O)C)N=C2OCCN2CCOCC2)C=C1